CC1(OC[C@@H](O1)[C@@H]1C([C@@H]2[C@@H](OC(O2)(C)C)O1)=O)C (3aR,5R,6aS)-5-((R)-2,2-Dimethyl-1,3-dioxolan-4-yl)-2,2-dimethyldihydrofuro[2,3-d][1,3]dioxol-6(5H)-one